(3-bromo-5,6-dihydroimidazo[1,5-a]pyrazin-7(8H)-yl)(4-(1-(difluoromethyl)-1H-benzo[d]imidazol-2-yl)piperidin-1-yl)methanone BrC1=NC=C2N1CCN(C2)C(=O)N2CCC(CC2)C2=NC1=C(N2C(F)F)C=CC=C1